OC12CC3C(C(CC(C1)C3)C2)NC(NC=2C=C(C(=O)N)C=CC2)=O 3-(((5s,7s)-5-hydroxyadamantan-2-yl)ureido)benzamide